ClC1=NN(C=C1N)C1CCN(CC1)S(=O)(=O)C 3-chloro-1-(1-(methylsulfonyl)piperidin-4-yl)-1H-pyrazol-4-amine